(R)-(-)-Ibuprofen C[C@H](C1=CC=C(C=C1)CC(C)C)C(=O)O